C1(=CC=C(C=C1)C1=NOC(=C1)C(F)(F)F)C 3-(4-tolyl)-5-(trifluoromethyl)isoxazole